CN1CCN(CC1)C(=O)C1=CC=C(C=O)C=C1 4-(4-methylpiperazine-1-carbonyl)benzaldehyde